quinazolin-6-yl-methanone N1=CN=CC2=CC(=CC=C12)C=O